C(C)N1C=NC(=C1)C1=CC=C2C(=CC=NC2=N1)C1=CN=C2N1N=C(C(=C2)C2=CC=C(CN1C3CCC(C1)CC3)C=C2)C 2-(4-(3-(7-(1-Ethyl-1H-imidazol-4-yl)-1,8-naphthyridin-4-yl)-6-methylimidazo[1,2-b]pyridazin-7-yl)benzyl)-2-azabicyclo[2.2.2]octane